C(C)(=O)N[C@H]1[C@H](O)O[C@@H]([C@H]([C@@H]1O)O)CO N-Acetyl-β-D-Glucosamin